[C@@H]1([C@@H]([C@H](OC([C@@H]1O)OP(=O)(O)O)C(=O)O)O)O D-Glucuronic acid 1-phosphate